ClC1=C(C=CC=C1)CC(=O)NC1=CC(=C(C=C1)C1=NC(=CC=C1)C(F)(F)F)S(N=CN(C)C)(=O)=O 2-(2-chlorophenyl)-N-(3-{[(dimethylamino)methylidene]Sulfamoyl}-4-[6-(trifluoromethyl)pyridin-2-yl]Phenyl)acetamide